ClC1=CC(=C(C=C1)NC=1C=NC=C(C1C)CC1=CC(=C(C=C1)NS(NC)(=O)=O)OC)F N-(4-chloro-2-fluoro-phenyl)-5-[[3-methoxy-4-(methylsulfamoylamino)phenyl]methyl]-4-methyl-pyridin-3-amine